The molecule is a carotenol that is gamma-carotene carrying two hydroxy substituents at positions 3 and 1'. It has a role as a marine metabolite. It is a carotenol and a diol. CC1=C(C(C[C@@H](C1)O)(C)C)/C=C/C(=C/C=C/C(=C/C=C/C=C(\\C)/C=C/C=C(\\C)/C=C/C=C(\\C)/CCCC(C)(C)O)/C)/C